4-(aminomethyl)-N-(4-methyl-3-((4-(pyridin-3-yl)pyrimidin-2-yl)amino)phenyl)cyclohexane-1-carboxamide NCC1CCC(CC1)C(=O)NC1=CC(=C(C=C1)C)NC1=NC=CC(=N1)C=1C=NC=CC1